propoxy glycidyl-sulfonate C(C1CO1)S(=O)(=O)OOCCC